C(CC)NC1CC2=CC=CC=C2C1 N-propyl-2,3-dihydro-1H-inden-2-amine